C1=C(C=CC2=CC=CC=C12)N1N=CC=C1C(=O)N 1-(2-Naphthyl)-1H-pyrazole-5-carboxamide